[(1,2,3-benzotriazol-1-yloxy)(dimethylamino)methylidene]dimethylazanium tetrafluoroborate F[B-](F)(F)F.N1(N=NC2=C1C=CC=C2)OC(N(C)C)=[N+](C)C